NC=1C=C(C=CC1C)C(C(F)(F)F)(C(F)(F)F)C1=CC(=C(C=C1)C)N 2,2-bis(3-amino-4-methylphenyl)-1,1,1,3,3,3-hexafluoropropane